[C@@H]12N(C[C@@H](NC1)C2)C=2C=C1CN(C(C1=CC2)=O)N2C(NC(CC2)=O)=O 1-(5-((1S,4S)-2,5-diazabicyclo[2.2.1]heptan-2-yl)-1-oxoisoindolin-2-yl)dihydropyrimidine-2,4(1H,3H)-dione